1,4-bis(isocyanatomethyl)-2,3,5,6-tetramethylbenzene N(=C=O)CC1=C(C(=C(C(=C1C)C)CN=C=O)C)C